OC1C(C2(OC2(CC1)C)C=CC(C)=O)(C)C 4-(3-hydroxy-2,2,6-trimethyl-7-oxa-bicyclo[4.1.0]hept-1-yl)-but-3-en-2-one